(1S)-1-[2-(cyclopropoxymethyl)-4-pyridyl]-2,2-difluoro-ethanol C1(CC1)OCC1=NC=CC(=C1)[C@@H](C(F)F)O